CN[C@@H]([C@@H](O)C1=CC=CC=C1)C (1S,2R)-2-(methylamino)-1-phenylpropan-1-ol